ClC=1C=C2C=C(NC2=CC1OCC1=NOC(=C1)C(C)C)CNC(=O)C1(CC1)C N-((5-chloro-6-((5-isopropylisoxazol-3-yl)methoxy)-1H-indol-2-yl)methyl)-1-methylcyclopropane-1-carboxamide